(R)-3-iodo-1-isopropyl-4,5,6,7-tetrahydro-1H-indazole-6-carboxylic acid methyl ester COC(=O)[C@@H]1CCC=2C(=NN(C2C1)C(C)C)I